6-[5-[2-[[6-[2-(dimethylamino)ethoxy]-4-fluoro-2,3-dihydro-1H-inden-2-yl]methylamino]ethyl]-2-oxo-1,3-oxazolidin-3-yl]-4H-pyrido[3,2-b][1,4]oxazin-3-one CN(CCOC1=CC(=C2CC(CC2=C1)CNCCC1CN(C(O1)=O)C=1C=CC=2OCC(NC2N1)=O)F)C